N-(cyclopropylmethyl)-N-(4-(methoxymethyl)-3-oxo-3,4-dihydro-2H-benzo[b][1,4]oxazin-5-yl)nitrous amide C1(CC1)CN(N=O)C1=CC=CC=2OCC(N(C21)COC)=O